5-[(1R)-1-(3,5-dimethylpyridazin-4-yl)ethoxy]-3-[2-(2-methylsulfonyl-2,6-diazaspiro[3.3]heptan-6-yl)pyrimidin-5-yl]-1H-indazole CC=1N=NC=C(C1[C@@H](C)OC=1C=C2C(=NNC2=CC1)C=1C=NC(=NC1)N1CC2(CN(C2)S(=O)(=O)C)C1)C